dimethylmethylene(3-tert-butyl-5-methylcyclopentadienyl)fluorenyl-zirconium dichloride [Cl-].[Cl-].CC(C)=[Zr+2](C1=CC=CC=2C3=CC=CC=C3CC12)C1C=C(C=C1C)C(C)(C)C